3-[(3-Bromophenyl)thio]-5,6-dimethylpyridazine-4-carboxylic acid BrC=1C=C(C=CC1)SC=1N=NC(=C(C1C(=O)O)C)C